2-ethynyl-5-chlorophenylmethyl acetate C(C)(=O)OCC1=C(C=CC(=C1)Cl)C#C